C(C1=CC=CC=C1)OCCC1=NC=2C(=C3C(=NC2N)C=C(S3)Br)N1CC1=CC=C(C=C1)OC 2-(2-(benzyloxy)ethyl)-7-bromo-1-(4-methoxybenzyl)-1H-imidazo[4,5-d]thieno[3,2-b]pyridin-4-amine